Hydroxynonadecan OCCCCCCCCCCCCCCCCCCC